2-[1-[4-(trifluoromethoxy)phenyl]cyclopropanecarbonyl]isoindoline-1-carboxamide FC(OC1=CC=C(C=C1)C1(CC1)C(=O)N1C(C2=CC=CC=C2C1)C(=O)N)(F)F